C1(CC1)N1C(=NC(=C1)C(F)(F)F)C1=CC=C(C=C1)CN1C(C(=CC2=C1N=C(N=C2)C=2C(=NC=NC2OC)C2CC2)C=2N(C=CN2)C)=O 8-({4-[1-cyclopropyl-4-(trifluoromethyl)imidazol-2-yl]phenyl}methyl)-2-(4-cyclopropyl-6-methoxypyrimidin-5-yl)-6-(1-methylimidazol-2-yl)pyrido[2,3-d]pyrimidin-7-one